5-hydroxy-7-methoxyflavan-4-one OC1=C2C(CC(OC2=CC(=C1)OC)C1=CC=CC=C1)=O